Cl.O1C=CC2=C1C=CC(=C2)C=2C=C(C=CC2)S(=O)(=O)N2C=C(C=C2C2=C(C=CC=C2)F)CNC 1-(1-((3-(benzofuran-5-yl)phenyl)sulfonyl)-5-(2-fluorophenyl)-1H-pyrrol-3-yl)-N-methyl-methylamine hydrochloride